tert-butyl (1R,5S,6r)-6-formyl-3-azabicyclo[3.1.0]hexan-3-carboxylate C(=O)C1[C@H]2CN(C[C@@H]12)C(=O)OC(C)(C)C